1-Azabicyclo[3.2.2]nonan-4-yl (2-(4'-((2-methoxyethoxy)methyl)-[1,1'-biphenyl]-4-yl)propan-2-yl)carbamate COCCOCC1=CC=C(C=C1)C1=CC=C(C=C1)C(C)(C)NC(OC1CCN2CCC1CC2)=O